6-(6'-amino-6-((ethyl(methyl)amino)methyl)-2'-fluoro-5-morpholino-[2,3'-bipyridin]-5'-yl)-3,4-dihydroisoquinolin-1(2H)-one NC1=C(C=C(C(=N1)F)C1=NC(=C(C=C1)N1CCOCC1)CN(C)CC)C=1C=C2CCNC(C2=CC1)=O